1-benzyl 4-(tert-butyl) (2S,5S)-2-(cyanomethyl)-5-methylpiperazine-1,4-dicarboxylate C(#N)C[C@@H]1N(C[C@@H](N(C1)C(=O)OC(C)(C)C)C)C(=O)OCC1=CC=CC=C1